diethyleneglycol monostearyl ether diphosphate O(P([O-])(=O)OP(=O)([O-])[O-])CCOCCOCCCCCCCCCCCCCCCCCC